2-{6-[(3R)-3-(cyclobutylamino)-3-methylpyrrolidin-1-yl]pyridazin-3-yl}-4-fluoro-5-(6-methoxypyridazin-4-yl)phenol C1(CCC1)N[C@]1(CN(CC1)C1=CC=C(N=N1)C1=C(C=C(C(=C1)F)C1=CN=NC(=C1)OC)O)C